S(=O)(=O)(C1=CC=C(C)C=C1)OC[C@@H]([C@@H]1C(=C(C(=O)O1)O)[O-])O 6-O-tosyl-L-ascorbate